N-[(2S)-2-[(3-bromo-1H-indazole-7-carbonyl)amino]-2-phenyl-ethyl]carbamic acid tert-butyl ester C(C)(C)(C)OC(NC[C@H](C1=CC=CC=C1)NC(=O)C=1C=CC=C2C(=NNC12)Br)=O